NC1=CC=C2C(=NC(=NC2=C1)N1CCN(CC1)C)N1C[C@@H](CC1)NC(OC(C)(C)C)=O (R)-tert-butyl (1-(7-amino-2-(4-methylpiperazin-1-yl)quinazolin-4-yl)pyrrolidin-3-yl)carbamate